NC(CC[SiH2]OC(OCC)OCC)C 3-Aminobutyl(diethoxymethoxysilan)